tert-butyl 8-methyl-7-{2-[(3-methyl-2,3,4,5-tetrahydro-1H-3-benzazepin-7-yl)amino]-5H,6H,7H,8H-pyrido[3,4-d]pyrimidin-7-yl}-1H,2H,3H-pyrido[2,3-b][1,4]oxazine-1-carboxylate CC1=C(C=NC=2OCCN(C21)C(=O)OC(C)(C)C)N2CC=1N=C(N=CC1CC2)NC2=CC1=C(CCN(CC1)C)C=C2